10-Phenyl-9,10-dihydro-9-oxa-10-phosphaphenanthrene-10-oxide C1(=CC=CC=C1)P1(OC2=CC=CC=C2C=2C=CC=CC12)=O